O=C1OC(C2=CCCC[C@]12C(F)(F)F)CC(=O)OCC1=CC=CC=C1 Benzyl 2-((3aR)-3-oxo-3a-(trifluoromethyl)-1,3,3a,4,5,6-hexahydroisobenzofuran-1-yl)acetate